2-(3',5'-dichloro-2-fluoro-[1,1'-biphenyl]-3-yl)-N-((1R,6S)-2,2-difluoro-6-(4-isopropylpiperazin-1-yl)cyclohexyl)acetamide ClC=1C=C(C=C(C1)Cl)C1=C(C(=CC=C1)CC(=O)N[C@H]1C(CCC[C@@H]1N1CCN(CC1)C(C)C)(F)F)F